COC1=C(C=NC=C1)C=1C=C2C(=CN1)NC(C2)=O 5-(4-methoxypyridin-3-yl)-1H-pyrrolo[2,3-c]pyridin-2(3H)-one